OC1=C(C=C(C=N1)NC1=NC=C2C=CN=C(C2=C1)C#CC=1C=CC(NN1)=O)N1CCN(CC1)C 6-((7-((6-hydroxy-5-(4-methylpiperazin-1-yl)pyridin-3-yl)amino)-2,6-naphthyridin-1-yl)ethynyl)pyridazin-3(2H)-one